FC(=N)N fluoroformamidine